FC1([C@@H]([C@H](CCC1)O[C@@H]1CN(CC1)C(C)C)NC(=O)N1CCC(CC1)(C)C1=NOC(=N1)[C@H]1[C@H](C1)F)F N-[(1R,6S)-2,2-difluoro-6-{[(3S)-1-(propan-2-yl)pyrrolidin-3-yl]oxy}cyclohexyl]-4-{5-[(1S,2S)-2-fluorocyclopropyl]-1,2,4-oxadiazol-3-yl}-4-methylpiperidine-1-carboxamide